8-{1,7-diazaspiro[3.5]non-7-yl}-N-{8-fluoro-2-methylimidazo[1,2-a]pyridin-6-yl}quinoxaline-5-carboxamide N1CCC12CCN(CC2)C2=CC=C(C=1N=CC=NC21)C(=O)NC=2C=C(C=1N(C2)C=C(N1)C)F